CC1=CC=C(C=C1)S(=O)(=O)Cl.NC1=C(C=CC=C1)S(=O)(=O)O o-aminophenylsulfonic acid compound with p-toluenesulfonyl chloride